COC([C@H](CC1CCNCC1)NC(=O)OC(C)(C)C)=O (S)-2-((tert-butoxycarbonyl)amino)-3-(piperidin-4-yl)propanoic acid methyl ester